O1C2=C(C=CC1)C=CC1=CC=CC=C12 2H-naphtho[1,2-b]pyrane